N1=CNCC2=CC=CC(=C12)C#N 3,4-dihydroquinazoline-8-carbonitrile